4-(aminomethyl)-6-(5-(4-chloro-1-oxoisoindol-2-yl)-1-(difluoromethyl)-1H-pyrazol-4-yl)phthalazin-1(2H)-one NCC1=NNC(C2=CC=C(C=C12)C=1C=NN(C1N1C(C2=CC=CC(=C2C1)Cl)=O)C(F)F)=O